2-Chloro-N-{2-[4-(difluoromethyl)-1,3-thiazol-5-yl]-2-[4-({[1,2,4]triazolo[4,3-a]-pyrazin-5-yloxy}methyl)piperidin-1-yl]ethyl}-6-fluorobenzamid ClC1=C(C(=O)NCC(N2CCC(CC2)COC2=CN=CC=3N2C=NN3)C3=C(N=CS3)C(F)F)C(=CC=C1)F